NCCOCCOCCOC=1C=C(C=CC1)C(C(=O)N[C@@H](C(=O)NCC1=CC=C(C=C1)O)CCCN\C(=N/C(NCCNC(CC)=O)=O)\N)C1=CC=CC=C1 (2R)-2-(2-(3-(2-(2-(2-aminoethoxy)ethoxy)ethoxy)phenyl)-2-phenylacetamido)-N-(4-hydroxybenzyl)-5-((Z)-2-((2-propionamidoethyl)carbamoyl)guanidino)-pentanamide